N-{(2-methyl-7-[{5-(trifluoromethyl)pyridin-2-yl}oxy]benzo[d]thiazol-4-yl)methyl}acrylamide CC=1SC2=C(N1)C(=CC=C2OC2=NC=C(C=C2)C(F)(F)F)CNC(C=C)=O